NCCC(C)C amino-3-methylbutane